Methyl 2-((4-(3-((2,4-dichlorophenoxy)methyl)phenoxy)piperidin-1-yl)methyl)-1-((1-ethyl-1H-imidazol-5-yl)methyl)-1H-benzo[d]imidazole-6-carboxylate ClC1=C(OCC=2C=C(OC3CCN(CC3)CC3=NC4=C(N3CC3=CN=CN3CC)C=C(C=C4)C(=O)OC)C=CC2)C=CC(=C1)Cl